NCCCN1C=C(C2=CC(=CC=C12)CN1CCC(CC1)CN1CCN(CC1)C=1C=C2C(N(C(C2=CC1)=O)C1C(NC(CC1)=O)=O)=O)C1=CC=C(C=C1)O 5-(4-((1-((1-(3-aminopropyl)-3-(4-hydroxyphenyl)-1H-indol-5-yl)methyl)piperidin-4-yl)methyl)piperazin-1-yl)-2-(2,6-dioxopiperidin-3-yl)isoindoline-1,3-dione